4-oxobutanoate trihydrochloride Cl.Cl.Cl.O=CCCC(=O)O